C1(CCCCC1)C1CC(C(CC1)N)N 1-cyclohexyl-3,4-diamino-cyclohexane